ClC1=CC=C2C(=NC(N(C2=C1)C1=C(C=CC=C1)Cl)=O)N1CC(CCC1)C#C 7-chloro-1-(2-chlorophenyl)-4-(3-ethynylpiperidin-1-yl)quinazolin-2(1H)-one